C(C)OC1C(C(C(OC1)CO)O)N1N=NC(=C1)C1=CC(=C(C(=C1)F)F)F 5-ethoxy-2-(hydroxymethyl)-4-(4-(3,4,5-trifluorophenyl)-1H-1,2,3-triazol-1-yl)tetrahydro-2H-pyran-3-ol